4-[(2,4-dimethoxyphenyl)methyl]-3-[(4-fluorophenyl)methyl]-4,5-dihydro-1,2,4-oxadiazol-5-one COC1=C(C=CC(=C1)OC)CN1C(=NOC1=O)CC1=CC=C(C=C1)F